(3H-1,2,3-triazolo[4,5-b]pyridin-3-oxy)tris-1-pyrrolidinylphosphine N1=NN(C2=NC=CC=C21)OC2N(CCC2)P(N2CCCC2)N2CCCC2